2-[[[5-(1-cyanocyclopropyl)-3-ethylsulfonyl-2-pyridinyl]amino]methyl]-5-(trifluoromethoxy)benzoic acid C(#N)C1(CC1)C=1C=C(C(=NC1)NCC1=C(C(=O)O)C=C(C=C1)OC(F)(F)F)S(=O)(=O)CC